N[C@@H](CC(C)C)C(=O)OCCCC 1-butyl Leucinate